3-(2-(2,4-difluorophenoxy)ethyl)-6-fluoro-3,4-dihydroquinazolin-2(1H)-one FC1=C(OCCN2C(NC3=CC=C(C=C3C2)F)=O)C=CC(=C1)F